5-(((trans-3-(3-cyclopropyl-4-(pyridin-3-ylamino)-1H-pyrazol-1-yl)cyclobutyl)methyl)amino)-2-(2,6-dioxopiperidin-3-yl)isoindoline-1,3-dione C1(CC1)C1=NN(C=C1NC=1C=NC=CC1)[C@@H]1C[C@H](C1)CNC=1C=C2C(N(C(C2=CC1)=O)C1C(NC(CC1)=O)=O)=O